OC1=CC=C(C2=CC=CC=C12)CC1=CC=C(C2=CC=CC=C12)O bis-(4-hydroxynaphthalen-1-yl)-methane